4-(2-(difluoromethoxy)ethoxy)-2-methoxy-1-nitrobenzene FC(OCCOC1=CC(=C(C=C1)[N+](=O)[O-])OC)F